tert-butyl (S)-2-formylpyrrol-1-carboxylate C(=O)C=1N(C=CC1)C(=O)OC(C)(C)C